N-((4-bromo-2,6-diisopropylphenyl)carbamoyl)-4-hydroxy-4-methyl-4,5,6,7-tetrahydrobenzofuran-2-sulfonamide BrC1=CC(=C(C(=C1)C(C)C)NC(=O)NS(=O)(=O)C=1OC2=C(C1)C(CCC2)(C)O)C(C)C